lithium triethylborohydride borohydride [BH4-].C(C)[BH-](CC)CC.[Li+]